3-(ethylsulfonyl)-2-(5-methyl-4-(4-(trifluoromethoxy)phenyl)-1H-pyrazol-1-yl)pyridine 1-oxide C(C)S(=O)(=O)C=1C(=[N+](C=CC1)[O-])N1N=CC(=C1C)C1=CC=C(C=C1)OC(F)(F)F